FC(C=1C=CC(=NC1)C(=O)O)(F)F 5-trifluoromethylpyridinecarboxylic acid